FC1=C2NC(C=3N(C2=C(C(=C1)C1=C2C=CN(C2=CC=C1)CCN(C)C)C)C(=NN3)C)(C)C [2-[4-(6-Fluoro-1,4,4,9-tetramethyl-5H-[1,2,4]triazolo[4,3-a]quinoxalin-8-yl)-1H-indol-1-yl]-ethyl]-dimethyl-amine